3-t-butyldimethylsilylpropyl ether [Si](C)(C)(C(C)(C)C)CCCOCCC[Si](C)(C)C(C)(C)C